CN(CC(C)N(C)C(C)C)C N,N,N'-trimethylisopropyl-propylenediamine